OCCNC1=NC=2N(C(N(C(C2N1CC1=CC=C(C=C1)C=1C(=CC=CC1)C#N)=O)C)=O)C 4'-((8-((2-hydroxyethyl)amino)-1,3-dimethyl-2,6-dioxo-1,2,3,6-tetrahydro-7H-purin-7-yl)methyl)-[1,1'-biphenyl]-2-carbonitrile